(E)-6-(4-(dimethylamino)but-2-enoyl)-4-(2-(1-ethyl-3-(trifluoromethyl)-1H-pyrazol-4-yl)phenyl)-3-fluoro-4,5,6,7-tetrahydrothieno[2,3-c]pyridine-2-carbonitrile CN(C/C=C/C(=O)N1CC2=C(C(C1)C1=C(C=CC=C1)C=1C(=NN(C1)CC)C(F)(F)F)C(=C(S2)C#N)F)C